3-(2-methoxy-3-pyridyl)-7-[(4-methoxyphenyl)methyl]-1-oxa-2,7-diazaspiro[4.4]non-2-en-6-one COC1=NC=CC=C1C1=NOC2(C1)C(N(CC2)CC2=CC=C(C=C2)OC)=O